9,9-di(methylmethoxy)fluorene CCOC1(C2=CC=CC=C2C=2C=CC=CC12)OCC